[3-[6-(3-hydroxy-3-methyl-azetidin-1-yl)-3-pyridinyl]azetidin-1-yl]-[(3S)-3-(1H-1,2,4-triazol-5-yl)pyrrolidin-1-yl]methanone OC1(CN(C1)C1=CC=C(C=N1)C1CN(C1)C(=O)N1C[C@H](CC1)C1=NC=NN1)C